ClC1=CC=C(C=C1)C[C@@H](C(=O)N[C@H](CO)C[C@H]1C(NCC1)=O)NC(O)=O ((S)-3-(4-chlorophenyl)-1-(((S)-1-hydroxy-3-((S)-2-oxopyrrolidin-3-yl)propan-2-yl)amino)-1-oxopropan-2-yl)carbamic acid